tetrabromophenyl (3-ethyl-3-oxetanylmethyl) ether C(C)C1(COC1)COC1=C(C(=C(C(=C1)Br)Br)Br)Br